FC1CC(C1)(C1=NC=CC=C1F)CNC1=NC=C(C=N1)C1=NC=CC(=N1)C#N 2-[2-({[3-fluoro-1-(3-fluoro(2-pyridyl))cyclobutyl]methyl}amino)pyrimidin-5-yl]pyrimidine-4-carbonitrile